C(C=C)C(CCS(=O)(=O)O)C=1NC=CN1 1-allyl-3-sulfopropyl-imidazole